5-{[(2S,4R)-4-fluoro-5-oxo-4-(2,2,2-trifluoroethyl)pyrrolidin-2-yl]methoxy}-3-methoxynaphthalene-2-carboxamide F[C@]1(C[C@H](NC1=O)COC1=C2C=C(C(=CC2=CC=C1)C(=O)N)OC)CC(F)(F)F